((1H-indol-2-yl)methyl)-1H-indole N1C(=CC2=CC=CC=C12)CN1C=CC2=CC=CC=C12